C(C)(C)(C)OC(=O)NC(C(=O)OC1=C(C(=CC(=C1)\C=C\C=1[C@H]2C([C@@H](C(C1)=O)C2)(C)C)OC)OC(C(C(C)C)NC(=O)OC(C)(C)C)=O)C(C)C 5-((E)-2-((1R,5S)-6,6-dimethyl-4-oxobicyclo[3.1.1]hept-2-en-2-yl)vinyl)-3-methoxy-1,2-phenylene bis(2-((tert-butoxycarbonyl)amino)-3-methylbutanoate)